2-(4,6-dichloro-3-quinolinyl)oxazole ClC1=C(C=NC2=CC=C(C=C12)Cl)C=1OC=CN1